COC=1C=C(C=CC1)S(=O)(=O)N1C=CC2=C1N(C(N=C2)N)C2=CC=C(C=C2)C2CCN(CC2)C 7-(3-Methoxybenzenesulfonyl)-N-(4-(1-methylpiperidin-4-yl)phenyl)-2-amino-7H-pyrrolo[2,3-d]pyrimidine